BrC=1C=C(C=CC1)C1(CCC1)C#N 1-(3-bromophenyl)cyclobutanenitrile